((7-(((5S,8S,10aR)-3-acetyl-8-(methyl(phenyl)carbamoyl)-6-oxodecahydro-pyrrolo[1,2-a][1,5]diazocin-5-yl)carbamoyl)naphthalen-2-yl)fluorometh-yl)phosphonic acid C(C)(=O)N1CC[C@@H]2N(C([C@H](C1)NC(=O)C1=CC=C3C=CC(=CC3=C1)C(F)P(O)(O)=O)=O)[C@@H](CC2)C(N(C2=CC=CC=C2)C)=O